N4,N4'-bis(naphthalene-1-yl)-N4,N4'-bis(4-vinyl-phenyl)biphenyl-4,4'-diamine C1(=CC=CC2=CC=CC=C12)N(C1=CC=C(C=C1)C1=CC=C(C=C1)N(C1=CC=C(C=C1)C=C)C1=CC=CC2=CC=CC=C12)C1=CC=C(C=C1)C=C